Tert-Butyl 4-(4-(methoxycarbonyl)benzyl)piperazine-1-carboxylate COC(=O)C1=CC=C(CN2CCN(CC2)C(=O)OC(C)(C)C)C=C1